3-cyclopropyl-4-(3,6-dichloro-5-fluoro-2-pyridinyl)pyrazole-1-carboxylic acid tert-butyl ester C(C)(C)(C)OC(=O)N1N=C(C(=C1)C1=NC(=C(C=C1Cl)F)Cl)C1CC1